C(CCCCCCCCCCCCCCCCCC)(N)N nonadecandiamine